2-methylfuro[3,2-g]quinazoline-4,6(3H,7H)-dione CC1=NC2=CC3=C(C=C2C(N1)=O)C(CO3)=O